The molecule is molybdopterin cytosine dinucleotide with coordinated molybdenum. It is a molybdopterin cytosine dinucleotide and a molybdenum coordination entity. It is a conjugate acid of a Mo(V)-molybdopterin cytosine dinucleotide(2-). C1=CN(C(=O)N=C1N)[C@H]2[C@@H]([C@@H]([C@H](O2)COP(=O)(O)OP(=O)(O)OC[C@@H]3C(=C([C@H]4[C@@H](O3)NC5=C(N4)C(=O)NC(=N5)N)[S-])[S-])O)O.O.O.O.[Mo+2]